NCC1CN(CC1)C(=O)C1=CC2=CC=CC(=C2C=C1)OC1=CC=C(C=C1)C(F)(F)F (3-(Aminomethyl)pyrrolidin-1-yl)(5-(4-(trifluoromethyl)phenoxy)naphthalen-2-yl)methanone